(R)-1-(6-vinylquinazolin-2-yl)-7-oxa-1-azaspiro[4.4]nonane C(=C)C=1C=C2C=NC(=NC2=CC1)N1CCC[C@@]12COCC2